methyl N-[5-[6-[4-(4-fluoro-3-methoxy-phenyl)-5-oxo-1,2,4-oxadiazol-3-yl]imidazo[1,2-a]pyridin-3-yl]-2-pyridyl]carbamate FC1=C(C=C(C=C1)N1C(=NOC1=O)C=1C=CC=2N(C1)C(=CN2)C=2C=CC(=NC2)NC(OC)=O)OC